FC1=C(C2=CC=CC=C2[C@@]12CC1(OCCO1)CCC2)C (R)-2-fluoro-3-methyldispiro[indene-1,1'-cyclohexane-3',2''-[1,3]dioxolane]